methyl 4-((S)-2-((S)-2-amino-3-methylbutanamido)-6-((diphenyl(p-tolyl)methyl)amino)hexanamido)benzoate N[C@H](C(=O)N[C@H](C(=O)NC1=CC=C(C(=O)OC)C=C1)CCCCNC(C1=CC=C(C=C1)C)(C1=CC=CC=C1)C1=CC=CC=C1)C(C)C